OC1C2C=CC(C1O)C2 5,6-dihydroxybicyclo[2.2.1]hept-2-ene